FC1=C(C=C(C=C1)F)N1CCN(CC1)CC=1C=C2CN(C(C2=CC1)=O)C1C(NC(CC1)=O)=O 3-(5-((4-(2,5-difluorophenyl)piperazin-1-yl)methyl)-1-oxoisoindolin-2-yl)piperidine-2,6-dione